FC=1C(=C(C=CC1F)C1=C(O[C@]([C@H]1C)(C(F)(F)F)C)C(=O)OCC)C |r| ethyl rac-(4S,5R)-3-(3,4-difluoro-2-methylphenyl)-4,5-dimethyl-5-(trifluoromethyl)-4,5-dihydrofuran-2-carboxylate